tri(tert-butylperoxy)triazine C(C)(C)(C)OOC1=C(C(=NN=N1)OOC(C)(C)C)OOC(C)(C)C